2-(6-((4-(2-chloro-7H-pyrrolo[2,3-d]pyrimidin-4-yl)-1H-1,2,3-triazol-1-yl)methyl)pyridin-2-yl)propan-2-ol ClC=1N=C(C2=C(N1)NC=C2)C=2N=NN(C2)CC2=CC=CC(=N2)C(C)(C)O